NCC(CC1=CC=CC=C1)NC(=O)C=1C=CC=C2C(=CNC12)C=1C=NNC1 N-(1-amino-3-phenylpropan-2-yl)-3-(1H-pyrazol-4-yl)-1H-indole-7-carboxamide